C1(=CC=CC=C1)S(=O)(=O)C1=CC2=C(C(NN=C2)=O)N=C1 3-(phenylsulfonyl)pyrido[2,3-d]pyridazin-8(7H)-one